benzenesulfonamide-d C1(=CC=CC=C1)S(=O)(=O)N[2H]